NC=1C=C(C=CC1N)C(C)(O)C (3,4-diaminophenyl)-1-methylethanol